4-((1H-pyrazol-1-yl)methoxy)-N-(4-(thiophen-2-yl)thiazol-2-yl)benzamide N1(N=CC=C1)COC1=CC=C(C(=O)NC=2SC=C(N2)C=2SC=CC2)C=C1